3-(Di((9Z,12Z)-octadeca-9,12-dien-1-yl)amino)propanoic acid C(CCCCCCC\C=C/C\C=C/CCCCC)N(CCC(=O)O)CCCCCCCC\C=C/C\C=C/CCCCC